The molecule is an indole alkaloid that is tabersonine substituted by hydroxy group at position 10 and a methoxy group at position 11. Isolated from Tabernaemontana corymbosa and Hazunta modesta, it exhibits cytotoxicity against human KB cells. It has a role as a metabolite and an antineoplastic agent. It is an indole alkaloid, an alkaloid ester, a member of phenols, an aromatic ether, a methyl ester and an organic heteropentacyclic compound. It derives from a tabersonine. CC[C@]12CC(=C3[C@@]4([C@H]1N(CC4)CC=C2)C5=CC(=C(C=C5N3)OC)O)C(=O)OC